BrC1=C(C(=CC=C1)Br)\N=C\1/NC2CCC1C2 (3Z)-N-(2,6-dibromophenyl)-2-azabicyclo[2.2.1]heptan-3-imine